NC1=C(C=C2C(=N1)C(C=1C(=CC=CC1O2)Cl)=O)C=2C=NN(C2)CC2CCN(CC2)CC2CCN(CC2)C=2C=C1C(N(C(C1=CC2)=O)C2C(NC(CC2)=O)=O)=O 5-(4-((4-((4-(2-amino-9-chloro-10-oxo-10H-chromeno[3,2-b]pyridin-3-yl)-1H-pyrazol-1-yl)methyl)piperidin-1-yl)methyl)piperidin-1-yl)-2-(2,6-dioxopiperidin-3-yl)isoindoline-1,3-dione